(R)-1-(2-chloropyridin-3-yl)ethyl (4-(5-(3-cyanooxetane-3-carboxamido)pyridin-2-yl)-1-methyl-1H-1,2,3-triazol-5-yl)carbamate C(#N)C1(COC1)C(=O)NC=1C=CC(=NC1)C=1N=NN(C1NC(O[C@H](C)C=1C(=NC=CC1)Cl)=O)C